3-(4-(6-iodohexylsulfanyl)-1-oxoisoindolin-2-yl)piperidine-2,6-dione ICCCCCCSC1=C2CN(C(C2=CC=C1)=O)C1C(NC(CC1)=O)=O